C1NCC12CC(C2)CC2=C1C=NN(C(C1=C(C=C2)Cl)=O)C 5-(2-azaspiro[3.3]heptan-6-ylmethyl)-8-chloro-2-methyl-phthalazin-1-one